3-benzyloxymethyl-2,2-dimethylcyclobutene C(C1=CC=CC=C1)OCC1C(C=C1)(C)C